Ethyl 5-bromothiophene-3-carboxylate BrC1=CC(=CS1)C(=O)OCC